(R)-5-(2-Fluoro-6-methylphenyl)-3-(3-(hydroxymethyl)-2-methyl-1,2,3,4-tetrahydroisochinolin-7-yl)-1H-pyrazolo[4,3-c]pyridazin-6(5H)-on FC1=C(C(=CC=C1)C)N1N=C2C(=CC1=O)NN=C2C2=CC=C1C[C@@H](N(CC1=C2)C)CO